ClC1=CC=C(C=C1)C=1N=C2N(C=CC=N2)C1CN1C2CN(C(C1)CC2)C(=O)C2=NC(=CC=C2F)OC (5-{[2-(4-chlorophenyl)imidazo[1,2-a]pyrimidin-3-yl]methyl}-2,5-diazabicyclo[2.2.2]-oct-2-yl)(3-fluoro-6-methoxypyridin-2-yl)methanone